N1(N=NC2=C1C=CC=C2)O[P+](N2CCCC2)(N2CCCC2)N2CCCC2 Benzotriazol-1-yl-oxytripyrrolidinophosphonium